2-((6-methoxy-2-methyl-1,2,3,4-tetrahydroisoquinolin-7-yl)amino)-4-((2-methyl-2,4,5,6-tetrahydrocyclopenta[c]pyrazol-3-yl)amino)pyrimidine-5-carboxamide COC=1C=C2CCN(CC2=CC1NC1=NC=C(C(=N1)NC1=C2C(=NN1C)CCC2)C(=O)N)C